1-(2H-1,3-benzoxathiol-6-yl)-N-methylpropan-2-amine O1CSC2=C1C=C(C=C2)CC(C)NC